C(OCC1=CC=C(C=C1)NC([C@H](C)NC([C@H](C(C)C)NC(CCOCCOCCNC(=O)OC(C)(C)C)=O)=O)=O)(OC1=CC=C(C=C1)[N+](=O)[O-])=O {4-[(2S)-2-[(2S)-2-{3-[2-(2-{[(tert-butoxy)carbonyl]amino}ethoxy)ethoxy]propanamido}-3-methylbutanamido]propanamido]phenyl}methyl 4-nitrophenyl carbonate